CC(C(=O)OCC(CO)(C)C)(CO)C 2,2-dimethyl-3-hydroxypropyl 2,2-dimethyl-3-hydroxypropionate